[C@H]12CN(C[C@H](CC1)N2)C2=NC(=NC1=C(C(=CC=C21)C2=CC(=CC1=CC=CC=C21)O)F)OCC=2OC=CN2 4-(4-((1R,5S)-3,8-diazabicyclo[3.2.1]octan-3-yl)-8-fluoro-2-(oxazol-2-ylmethoxy)quinazolin-7-yl)naphthalen-2-ol